ClC=1C=C(C=C2C3(C(NC12)=O)CC3)C3N(CC(CC3)C)C(C(=O)OC)=O methyl 2-(2-(7'-chloro-2'-oxospiro[cyclopropane-1,3'-indolin]-5'-yl)-5-methylpiperidin-1-yl)-2-oxoacetate